Methyl (S)-3-((1R,3R)-1-(6-fluoro-2-methyl-3-(2-((methylsulfonyl) oxy) ethoxy) benzeneYl)-3-methyl-1,3,4,9-tetrahydro-2H-pyrido[3,4-b]Indol-2-yl)-2-methylpropionate FC1=CC=C(C(=C1[C@H]1N([C@@H](CC2=C1NC1=CC=CC=C21)C)C[C@@H](C(=O)OC)C)C)OCCOS(=O)(=O)C